ClC=1C=C(N)C=C(C1OCCCl)Cl 3,5-dichloro-4-(2-chloro-ethoxy)aniline